(2S,4r)-1-((S)-2-(1-fluorocyclopropane-1-carboxamido)-3,3-dimethylbutyryl)-4-hydroxypyrrolidine-2-carboxylic acid FC1(CC1)C(=O)N[C@H](C(=O)N1[C@@H](C[C@H](C1)O)C(=O)O)C(C)(C)C